(R)-Benzyl 3-(((S)-3-(3-((2-amino-2-oxoethyl)sulfonyl)phenoxy)-2-hydroxypropyl)amino)-1-oxa-8-azaspiro[4.5]decane-8-carboxylate NC(CS(=O)(=O)C=1C=C(OC[C@H](CN[C@H]2COC3(C2)CCN(CC3)C(=O)OCC3=CC=CC=C3)O)C=CC1)=O